CN(CCOC1=NC=C(C(=C1)C(=O)NC1(CC1)C1=CC=CC2=CC=CC=C12)C)C 2-[2-(Dimethylamino)ethoxy]-5-methyl-N-[1-(1-naphthyl)cyclopropyl]pyridine-4-carboxamide